(2S,4S)-1-((S)-2-amino-3,3-dimethylbutanoyl)-4-fluoro-N-((S)-1-(4-(4-methylthiazol-5-yl)phenyl)ethyl)pyrrolidine-2-carboxamide hydrochloride Cl.N[C@H](C(=O)N1[C@@H](C[C@@H](C1)F)C(=O)N[C@@H](C)C1=CC=C(C=C1)C1=C(N=CS1)C)C(C)(C)C